C12COCC(CC1)C2N[C@@H]2[C@H](CCCC2)CC=2C=C1CN(C(C1=CC2)=O)C2C(NC(CC2)=O)=O 3-(5-(((1R,2S)-2-((3-oxabicyclo[3.2.1]octan-8-yl)amino)cyclohexyl)methyl)-1-oxoisoindolin-2-yl)piperidine-2,6-dione